(R)-3-((7-(2-methoxy-4-methylphenyl)thieno[2,3-d]pyridazin-4-yl)amino)piperidine COC1=C(C=CC(=C1)C)C=1N=NC(=C2C1SC=C2)N[C@H]2CNCCC2